NCCC[Si](OC)(C)C γ-Aminopropyldimethylmethoxysilan